C1(=CC(=CC=C1)C(=O)C1=CC(=C(C=C1)N1C=NC(=C1)C)OC)C1=CC=CC=C1 [1,1'-biphenyl]-3-yl-(3-methoxy-4-(4-methyl-1H-imidazol-1-yl)phenyl)methanone